FC1=C2C=CNC2=CC=C1C(=O)[O-] 4-fluoro-1H-indole-5-carboxylate